CCC(C(O)=O)C1=CC=C(C2=CC=CC=C2)C=C1 2-ethyl-felbinac